4,4-difluoro-2-(4-(trifluoro-methyl)phenyl)piperidine FC1(CC(NCC1)C1=CC=C(C=C1)C(F)(F)F)F